CC(C)(C(C(C(C(C)(C)C)=O)C)=O)C 2,2,4,6,6-pentamethyl-3,5-heptanedione